FC=1C=C(C=C(C1CN1C(C(NC=2C=NC=3N=C(C=CC3C21)OC)=O)=O)F)S(=O)(=O)N 3,5-difluoro-4-((8-methoxy-2,3-dioxo-3,4-dihydropyrazino[2,3-c][1,8]naphthyridin-1(2H)-yl)methyl)benzenesulfonamide